4-((1-methylpiperidin-3-yl)pyridino[3,4-d]pyridazin-1-yl)phenol CN1CC(CCC1)C=1N=NC(=C2C1C=NC=C2)C2=CC=C(C=C2)O